FC1(CC=CC(=C1)B(O)O)O 5-fluoro-5-hydroxyphenylboronic acid